5-chloro-6-(1,2,3-triazol-2-yl)pyridin-3-amine ClC=1C=C(C=NC1N1N=CC=N1)N